BrC1=NC(=CC2=C1OCC(O2)C(C)=O)I 1-(5-bromo-7-iodo-2,3-dihydro-[1,4]dioxino[2,3-c]pyridin-2-yl)ethanone